ethyl 3-(5-((2-(5-((4,6-difluoro-1H-indol-5-yl)oxy)-2-fluorophenyl)-1H-imidazol-5-yl)methyl)thiophen-2-yl)propanoate FC1=C2C=CNC2=CC(=C1OC=1C=CC(=C(C1)C=1NC(=CN1)CC1=CC=C(S1)CCC(=O)OCC)F)F